COCC1=CC=C(O1)C1=NC(=CC=2C3=CC=CC=C3NC12)C(=O)O 1-[5-(methoxymethyl)-2-furyl]-9H-β-carboline-3-carboxylic acid